ClC(C)C1CNC=2C=C(C3=C(C12)C=CC=C3)O 1-(1'-chloroethyl)-5-hydroxy-1,2-dihydro-3H-benz[e]indole